5-chloro-1-methylpyrrolo[2,3-c]pyridin-2-ylboronic acid ClC=1C=C2C(=CN1)N(C(=C2)B(O)O)C